OC1=C(C=C2C=C(C(OC2=C1)=O)CCC(=C)C)CCCO 7-hydroxy-6-(3-hydroxypropyl)-3-isopentenyl-2H-chromen-2-one